O\N=C(\C1=CC=C(C=C1)OC1=NC=C(C=C1)C1=CC=NN1C1OCCCC1)/N (Z)-N'-Hydroxy-4-((5-(1-(tetrahydro-2H-pyran-2-yl)-1H-pyrazol-5-yl)pyridin-2-yl)oxy)benzimidamide